FC1=C(C=C(C=C1)C1=C(NC=2C1=NC=CC2)C2=C(C=NC=C2)OCCNC)C 2-({4-[3-(4-fluoro-3-methylphenyl)-1H-pyrrolo[3,2-b]pyridin-2-yl]pyridin-3-yl}oxy)-N-methylethan-1-amine